C(C=1C(O)=CC=CC1)=NC(CN)C salicyliden-propylenediamine